(1S,3S,4S)-2-[(2S)-2-(3-chloro-2-methyl-anilino)propanoyl]-N-[(1R)-1-cyano-2-[(3R)-2-oxo-3-piperidyl]ethyl]-5,5-difluoro-2-azabicyclo[2.2.2]octane-3-carboxamide ClC=1C(=C(N[C@H](C(=O)N2[C@@H]3CC([C@H]([C@H]2C(=O)N[C@H](C[C@@H]2C(NCCC2)=O)C#N)CC3)(F)F)C)C=CC1)C